COC(=O)C=1NOC=CC1.BrC1CCN(CC1)C(C)=O 1-(4-bromopiperidin-1-yl)ethanone Methyl-oxazinate